C(OC(C(=O)N(C=1SC(=C(N1)C(NC1CCC12CCCC2)=O)C)C2=CC(=NC(=C2)F)F)C)(OC)=O [2-[(2,6-difluoro-4-pyridyl)-[5-methyl-4-(spiro[3.4]octan-3-ylcarbamoyl)thiazol-2-yl]amino]-1-methyl-2-oxo-ethyl] methyl carbonate